C(C)(C)(C)OC(=O)NCCN=C(NCCC(=O)N(CCCCCCCCCCCCCCCC)CCCCCCCCCCCCCCCC)NCCNC(=O)OC(C)(C)C 3-[N',N''-bis(2-tertbutyloxy-carbonylamino-ethyl)guanidino]-N,N-dipalmitylpropionamide